(3-hydroxypiperidin-3-yl)(6-methoxynaphthalen-2-yl)methanone hydrochloride Cl.OC1(CNCCC1)C(=O)C1=CC2=CC=C(C=C2C=C1)OC